bis(3-(triethoxysilyl)propyl) disulfide C(C)O[Si](CCCSSCCC[Si](OCC)(OCC)OCC)(OCC)OCC